diphenyltriaminotriazine stilbenedisulfonate disodium [Na+].[Na+].C1(=C(C(=CC=C1)S(=O)(=O)[O-])S(=O)(=O)[O-])C=CC1=CC=CC=C1.C1(=CC=CC=C1)N(C1=NN=NC(=C1N)N)C1=CC=CC=C1